FC1=CC=C(C(C(=O)O)(O)C2=CC=C(C=C2)F)C=C1 4,4'-Difluorobenzilic acid